NC=1N2C(C=3N(C(N(C3N1)CCN1CCN(CC1)C1=CC=C(C=C1)OCCOC)=O)C)=NC(=N2)C#CC 5-Amino-3-(2-{4-[4-(2-methoxy-ethoxy)-phenyl]-piperazin-1-yl}-ethyl)-1-methyl-8-prop-1-ynyl-1,3-dihydro-[1,2,4]triazolo[5,1-i]purin-2-one